(R)-2-(vinylamino)propionic acid C(=C)N[C@@H](C(=O)O)C